ClC=1C(=NC(=NC1)N[C@H](CO)C)C1=CC=C2CN(C(C2=C1)=O)[C@@H](C(=O)NC(C)(C)C1=CC(=CC=C1)OC)CO (2R)-2-[6-(5-chloro-2-{[(2S)-1-hydroxypropan-2-yl]amino}pyrimidin-4-yl)-1-oxo-2,3-dihydro-1H-isoindol-2-yl]-3-hydroxy-N-[2-(3-methoxyphenyl)-propan-2-yl]propanamide